3-hydroxy-N-(3-nitrophenyl)-2-naphthamide C1=CC=C2C=C(C(=CC2=C1)C(=O)NC3=CC(=CC=C3)[N+](=O)[O-])O